Aminopropyl-sulfonate NCCCS(=O)(=O)[O-]